C(CCCCCCCCCCCCCCC)NC(ON1C(CCC1=O)=O)=O 2,5-dioxopyrrolidin-1-yl hexadecylcarbamate